1-(tert-butyl) 2-methyl (2S,4R)-4-hydroxypiperidine-1,2-dicarboxylate O[C@H]1C[C@H](N(CC1)C(=O)OC(C)(C)C)C(=O)OC